3-(2-(tert-butylamino)-2-oxoacetyl)-N-(3-chloro-5-fluorophenyl)-5,6,7,8-tetrahydroindolizine-1-carboxamide C(C)(C)(C)NC(C(=O)C1=CC(=C2CCCCN12)C(=O)NC1=CC(=CC(=C1)F)Cl)=O